C(C)(=O)NC1C[C@H]2CC(C[C@H]2C1)C(=O)NC1=NC=C(C(=C1)C=1C=C(N2CC(CC12)(C)C)C(=O)N)F 7-(2-((2s,3aR,5r,6aS)-5-acetamidooctahydropentalene-2-carboxamido)-5-fluoropyridin-4-yl)-2,2-dimethyl-2,3-dihydro-1H-pyrrolizine-5-carboxamide